4-(3,4-difluorophenyl)-1-(6-(1,3-dimethyl-1H-pyrazol-4-yl)pyrimidin-4-yl)piperidin-4-ol FC=1C=C(C=CC1F)C1(CCN(CC1)C1=NC=NC(=C1)C=1C(=NN(C1)C)C)O